7-(3-chloro-1-isopropyl-1H-indazol-5-ylmethoxy)-5-fluoro-2H-chromene-3-carbaldehyde ClC1=NN(C2=CC=C(C=C12)COC1=CC(=C2C=C(COC2=C1)C=O)F)C(C)C